COC=1C=C2C=CC=C(C2=CC1)C=C 6-methoxy-1-vinylnaphthalene